2-(6-(3,5-difluoro-6-((1-methyl-1H-indazol-5-yl)methoxy)pyridin-2-yl)-6-azaspiro[2.5]oct-1-yl)-1-((S)-oxetan-2-ylmethyl)-1H-benzo[d]imidazole-6-carboxylic acid FC=1C(=NC(=C(C1)F)OCC=1C=C2C=NN(C2=CC1)C)N1CCC2(CC2C2=NC3=C(N2C[C@H]2OCC2)C=C(C=C3)C(=O)O)CC1